N-(2-(2-methylpent-1-yloxy)ethyl)-3-morpholinopropan-1-amine CC(COCCNCCCN1CCOCC1)CCC